4,8,12,17,21,25-hexamethylhexacosan CC(CCC)CCCC(CCCC(CCCCC(CCCC(CCCC(C)C)C)C)C)C